FC(C(=O)[O-])(F)F.C(C)(C)(C)OC(CCCCCCCCCCCCCCCCCCC(=O)OC(C(=O)OC1CC2CCC(C1)[N+]21CCCC1)(C1=CC=CC=C1)C1=CC=CC=C1)=O 3-(2-((20-(tert-Butoxy)-20-oxoicosanoyl)oxy)-2,2-diphenylacetoxy)spiro[bicyclo[3.2.1]octane-8,1'-pyrrolidin]-8-ium trifluoroacetate